5-[2-(2-isopropylthiazol-4-yl)ethylamino]-N-methyl-7-(trifluoromethyl)thieno[3,2-b]pyridine-3-carboxamide C(C)(C)C=1SC=C(N1)CCNC1=CC(=C2C(=N1)C(=CS2)C(=O)NC)C(F)(F)F